(S)-5'-(3-aminopyrrolidine-1-carbonyl)-2'-(7-bromo-6-fluoro-1-(2-hydroxy-2-methylpropyl)-1H-benzo[d][1,2,3]triazol-5-yl)-3-fluoro-[1,1'-biphenyl]-4-carbonitrile N[C@@H]1CN(CC1)C(=O)C=1C=CC(=C(C1)C1=CC(=C(C=C1)C#N)F)C1=CC2=C(N(N=N2)CC(C)(C)O)C(=C1F)Br